ClC1=CC(=CN1C(C)C)C(=O)N[C@H]1C[C@H](CCC1)NC1=CC(=NC2=CC=C(C=C12)Cl)C(F)(F)F 5-chloro-N-[(1R,3S)-3-{[6-chloro-2-(trifluoromethyl)quinolin-4-yl]amino}cyclohexyl]-1-(propan-2-yl)-1H-pyrrole-3-carboxamide